2-(4-(1,3-dimethyl-1H-pyrazol-4-yl)benzyl)-1,2-dihydro-3H-pyrrolo[3,4-c]pyridin-3-one CN1N=C(C(=C1)C1=CC=C(CN2C(C=3C=NC=CC3C2)=O)C=C1)C